(S)-N-(3-(6-amino-3,3-difluoro-2-(fluoromethyl)-2,3,4,5-tetrahydropyridin-2-yl)-4,5-difluorophenyl)-2-methyl-oxazole-4-carboxamide NC=1CCC([C@@](N1)(CF)C=1C=C(C=C(C1F)F)NC(=O)C=1N=C(OC1)C)(F)F